Zirconium Barium Oxide [O-2].[Ba+2].[Zr+4].[O-2].[O-2]